2-(1-(4-bromophenyl)-4-(4-fluorophenyl)-1H-pyrrol-3-yl)-5-methyloxazolidin-4-one BrC1=CC=C(C=C1)N1C=C(C(=C1)C1=CC=C(C=C1)F)C1OC(C(N1)=O)C